17-bromo-1,1,1-trifluoro-heptadecane BrCCCCCCCCCCCCCCCCC(F)(F)F